1,2-dimethyl-3-ethyl-imidazolium CN1C(=[N+](C=C1)CC)C